(1R,2R)-2-(4-((4-fluoro-1H-imidazol-1-yl)methyl)-2-methylphenyl)cyclopropane-1-carboxylic acid FC=1N=CN(C1)CC1=CC(=C(C=C1)[C@H]1[C@@H](C1)C(=O)O)C